2-(2-fluoro-4-((5-oxo-4-(4-(trifluoromethoxy)phenyl)-4,5-dihydro-1H-1,2,4-triazole-1-yl)methyl)phenoxy)-2-methylpropanoic acid ethyl ester C(C)OC(C(C)(C)OC1=C(C=C(C=C1)CN1N=CN(C1=O)C1=CC=C(C=C1)OC(F)(F)F)F)=O